FC1=CC=C(C=C1C1=CC(=C(C=C1)OC)C(NC1=CC2=CC=CC=C2C=C1C(NC1=CC(=C(C=C1)F)C(F)(F)F)=O)=O)C(C(=O)O)O 2-(6-fluoro-3'-((3-((4-fluoro-3-(trifluoromethyl)phenyl)carbamoyl)naphthalen-2-yl)carbamoyl)-4'-methoxy-[1,1'-biphenyl]-3-yl)-2-hydroxyacetic acid